C1(=CC=C(C=C1)C(=O)OC)C1=CC=C(C=C1)C(=O)OC dimethyl [1,1'-biphenyl]-4,4'-dicarboxylate